10-(4-carboxyphenoxy)decane C(=O)(O)C1=CC=C(OCCCCCCCCCC)C=C1